N1=CC(=C2N1C=CC=N2)N2N=CC=1C=NC=CC12 pyrazolo[1,5-a]pyrimidin-3-yl-1H-pyrazolo[4,3-c]pyridine